Cl.OC1(CCNCC1)CN1CCN(CC1)C(=O)OCC1=CC=CC=C1 benzyl 4-((4-hydroxypiperidin-4-yl)methyl)piperazine-1-carboxylate hydrochloride